N1C[C@@H](CC1)O R-pyrrolidine-3-ol